1,4-di-oxacyclohexane O1CCOCC1